E-p-coumaryl alcohol C(\C=C\C1=CC=C(C=C1)O)O